CC(C)N1CCN(CC1)C1CC(C1)C(=O)N 3-[4-(propan-2-yl)piperazin-1-yl]cyclobutane-1-carboxamide